C(=O)O.C[Mg]Cl methyl-magnesium chloride format